ClC1=CC=C(C(=O)NC=2C=C(C=NC2)C2=CC(=NC=C2)C=2NC(=CN2)C2=CC=CC=C2)C=C1 4-Chloro-N-(2'-(5-phenyl-1H-imidazol-2-yl)-3,4'-bipyridin-5-yl)benzamide